C(C)C=1C(=CC=C2C=C(C=C(C12)C1=C(C=2N=C(N=C(C2C=N1)N1CC(C(CC1)=O)(F)F)OC[C@]12CCCN2C[C@@H](C1)F)F)O)F 1-(7-(8-Ethyl-7-fluoro-3-hydroxy-naphthalen-1-yl)-8-fluoro-2-(((2R,7aS)-2-fluorotetrahydro-1H-pyrrolizin-7a(5H)-yl)methoxy)pyrido[4,3-d]pyrimidin-4-yl)-3,3-difluoropiperidin-4-one